8-(6-(2-hydroxypropan-2-yl)pyridin-3-yl)-6-oxo-3,4-dihydro-2H,6H-pyrimido[2,1-b][1,3]thiazine-7-carbonitrile OC(C)(C)C1=CC=C(C=N1)C=1N=C2SCCCN2C(C1C#N)=O